7-cyclopropyl-4-(cyclopropylamino)-1-(3-methylthiophenyl)quinazolin-2(1H)-one C1(CC1)C1=CC=C2C(=NC(N(C2=C1)C1=CC(=CC=C1)SC)=O)NC1CC1